4-(4-iodophenyl)-5-methyl-4-phenyl-3-trifluoromethyl-indolopyranone methyl-5-((3-([1,1'-biphenyl]-3-yl)-1H-pyrazol-1-yl)methyl)nicotinate COC(C1=CN=CC(=C1)CN1N=C(C=C1)C=1C=C(C=CC1)C1=CC=CC=C1)=O.IC1=CC=C(C=C1)C1(C(C(OC2=C1N(C=1C=CC=CC12)C)=O)C(F)(F)F)C1=CC=CC=C1